Bis(2-pentylheptyl) 11-(3-(diethylamino)propyl)-7,15-dioxo-5,17-dipropyl-6,8,14,16-tetraoxa-11-azahenicosanedioate C(C)N(CCCN(CCOC(OC(CCCC(=O)OCC(CCCCC)CCCCC)CCC)=O)CCOC(OC(CCCC(=O)OCC(CCCCC)CCCCC)CCC)=O)CC